tert-butyl 1-oxoisoindoline-2-carboxylate O=C1N(CC2=CC=CC=C12)C(=O)OC(C)(C)C